ClC=1C=CC=C2C=C(C=C(C12)C1=C(C=C2C=NC(=NC2=C1F)OC[C@]12CCCN2C[C@@H](C1)F)F)OCOC 7-(8-chloro-3-(methoxymethoxy)naphthalen-1-yl)-6,8-difluoro-2-(((2R,7aS)-2-fluorotetrahydro-1H-pyrrolizin-7a(5H)-yl)methoxy)quinazoline